N-((1-(3-fluorophenyl)-1H-tetrazol-5-yl)methyl)-N-methylcyclohexanamine FC=1C=C(C=CC1)N1N=NN=C1CN(C1CCCCC1)C